racemic-4-(6-bromo-4-fluoro-1-isopropyl-1H-benzo[d]imidazol-2-yl)-1-methylpyrrolidin-2-one BrC=1C=C(C2=C(N(C(=N2)[C@@H]2CC(N(C2)C)=O)C(C)C)C1)F |r|